(S)-4-[[6-[3-(Difluoromethyl)-4-fluoro-phenyl]pyrazolo[4,3-b]pyridin-1-yl]methyl]-1-methyl-pyrrolidin-2-one FC(C=1C=C(C=CC1F)C=1C=C2C(=NC1)C=NN2C[C@H]2CC(N(C2)C)=O)F